2-(2-bromonaphthalen-1-yl)-4-(dibenzo[b,d]furan-1-yl)-6-phenyl-1,3,5-triazine BrC1=C(C2=CC=CC=C2C=C1)C1=NC(=NC(=N1)C1=CC=CC=2OC3=C(C21)C=CC=C3)C3=CC=CC=C3